2-(4-chloropyridin-3-yl)acetonitrile ClC1=C(C=NC=C1)CC#N